di(2-hydroxyethyl)p-toluidine OCCN(C1=CC=C(C=C1)C)CCO